1-(2,3,5-tri-O-acetyl-beta-D-ribofuranosyl)-1H-1,2,4-triazole-3-carboxylic acid methyl ester COC(=O)C1=NN(C=N1)[C@H]1[C@H](OC(C)=O)[C@H](OC(C)=O)[C@H](O1)COC(C)=O